dimethyl 1,1'-sulfonyldicyclopropanecarboxylate S(=O)(=O)(C1(CC1)C(=O)OC)C1(CC1)C(=O)OC